C1(O)=C(O)C(O)=CC=C1.[NH4+] ammonium pyrogallol